6-(2,6-difluoro-3,5-dimethoxyphenyl)-8-(3-methoxyazetidin-1-yl)-2-(methylsulfanyl)pyrido[3,4-d]pyrimidine FC1=C(C(=C(C=C1OC)OC)F)C1=CC2=C(N=C(N=C2)SC)C(=N1)N1CC(C1)OC